tert-Butyl ((3S,6R)-1-benzyl-6-ethylpiperidin-3-yl)carbamate C(C1=CC=CC=C1)N1C[C@H](CC[C@H]1CC)NC(OC(C)(C)C)=O